(1R,4R)-4-((benzylamino)methyl)cyclohexane-1-carboxylic acid methyl ester COC(=O)C1CCC(CC1)CNCC1=CC=CC=C1